C(C)(C)(C)OC(=O)N1CCC(CC1)NC=1C=C2C(=NC1)NC=C2C(COC)C2CC2 4-((3-(1-cyclopropyl-2-methoxyethyl)-1H-pyrrolo[2,3-b]pyridin-5-yl)amino)piperidine-1-carboxylic acid tert-butyl ester